tert-butyl 6-(4-bromo-5-methyl-3-(1-methyl-1H-indazol-5-yl)-1H-pyrazol-1-yl)-2-azaspiro[3.3]heptane-2-carboxylate BrC=1C(=NN(C1C)C1CC2(CN(C2)C(=O)OC(C)(C)C)C1)C=1C=C2C=NN(C2=CC1)C